(E)-7-(3-(4-methylbenzylidene)-2,5-dioxopyrrolidinyl)-N-hydroxyheptylamide CC1=CC=C(\C=C/2\C(N(C(C2)=O)C(CCCCCC[NH-])O)=O)C=C1